rac-3,5-dibromo-N-((1R,2R)-2-((tert-butyldimethylsilyl)oxy)cyclohexyl)aniline BrC=1C=C(N[C@H]2[C@@H](CCCC2)O[Si](C)(C)C(C)(C)C)C=C(C1)Br |r|